[In].[Au].[Ni] Nickel-Gold-Indium